C(C)N(C(NC=1SC(=CN1)C#CC=1C=C(C(=O)NC2=NC=CC(=C2)C(F)(F)F)C=CC1C)=O)C 3-((2-(3-ethyl-3-methylureido)thiazol-5-yl)ethynyl)-4-methyl-N-(4-(trifluoromethyl)pyridin-2-yl)benzamide